C(C1=CC=CC=C1)C1=NC(=NN1)C(=O)NC1C(N(C2=C(OC1)C=CC(=C2)C=C(C(C)(C)O)Cl)C)=O 5-benzyl-N-(7-(2-chloro-3-hydroxy-3-methylbut-1-en-1-yl)-5-methyl-4-oxo-2,3,4,5-tetrahydrobenzo[b][1,4]oxazepin-3-yl)-1H-1,2,4-triazole-3-carboxamide